BrC1C(CC2=CC=CC=C12)(F)F bromo-2,2-difluoro-2,3-dihydro-1H-indene